2-(((1R,4S)-3,3-dimethyl-4-(4-(5,6,7,8-tetrahydro-1,8-naphthyridin-2-yl)butoxy)cyclopentyl)(methyl)amino)-2-((S)-1,6-dimethylisochroman-8-yl)acetic acid CC1(C[C@H](C[C@@H]1OCCCCC1=NC=2NCCCC2C=C1)N(C(C(=O)O)C=1C=C(C=C2CCO[C@H](C12)C)C)C)C